5-(4-((1'-(4-amino-2-cyclopropyl-5-methoxyphenyl)-[1,4'-bipiperidin]-4-yl)methyl)piperazin-1-yl)-2-(2,6-dioxopiperidin-3-yl)isoindoline-1,3-dione NC1=CC(=C(C=C1OC)N1CCC(CC1)N1CCC(CC1)CN1CCN(CC1)C=1C=C2C(N(C(C2=CC1)=O)C1C(NC(CC1)=O)=O)=O)C1CC1